C(C)(=S)OCC1=CC=CO1 FURFURYL THIOACETATE